FC=1C=C(C=CC1F)[C@H]1[C@@H](C1)NC(C1=CC(=CC=C1)NC=1N=NC(=CC1)C1=CC=CC=C1)=O N-((1R,2S)-2-(3,4-difluorophenyl)cyclopropyl)-3-((6-phenylpyridazin-3-yl)amino)benzamide